1-[2-(6-azaspiro[2.5]oct-6-yl)-4-iodophenyl]-4-(6-methyl-2-piperidylpyrimidin-4-yl)-1,2,3-triazole C1CC12CCN(CC2)C2=C(C=CC(=C2)I)N2N=NC(=C2)C2=NC(=NC=C2)C2NC(CCC2)C